5-[3-(2-Hydroxyethyl)phenyl]-2-methyl-N-[(1R)-1-(1-naphthyl)ethyl]benzamide OCCC=1C=C(C=CC1)C=1C=CC(=C(C(=O)N[C@H](C)C2=CC=CC3=CC=CC=C23)C1)C